ClC1=C(C(=O)NNC(=O)C2C(CCCC2)C(=O)O)C=CC=C1 2-(2-(2-chlorobenzoyl)hydrazine-1-carbonyl)cyclohexane-1-carboxylic acid